ClC=1C(=C(C=CC1)C=1C=CC=2C(=NC=C(N2)N2CCC(CC2)(N)C)N1)C(F)(F)F 1-(6-(3-Chloro-2-(trifluoromethyl)phenyl)pyrido[2,3-b]pyrazin-2-yl)-4-methylpiperidin-4-amine